1-Benzyl-N-[(6S)-4-methyl-2-(2-morpholinoethyl)-5-oxo-7,8-dihydro-6H-pyrazolo[1,5-a][1,3]diazepin-6-yl]-1,2,4-triazol-3-carboxamid C(C1=CC=CC=C1)N1N=C(N=C1)C(=O)N[C@@H]1C(N(C=2N(CC1)N=C(C2)CCN2CCOCC2)C)=O